C(C1=CC=CC=C1)OC(=O)C=1C=CC=C2C1C=CO2 benzofuran-4-carboxylic acid benzyl ester